[N+](=O)([O-])C=1C=C2C(=NN(C2=CC1)COCC[Si](C)(C)C)C(=C)C 5-nitro-3-(prop-1-en-2-yl)-1-((2-(trimethylsilyl)ethoxy)methyl)-1H-indazole